N[C@@H]1C[C@H](N(C1)C(=O)C=1N=C2N(C=C(C=C2)Cl)C1)C=1SC=C(N1)C(=O)N[C@H](C(=O)NC)CCCNC(=N)N 2-((2S,4R)-4-Amino-1-(6-chloroimidazo[1,2-a]pyridin-2-carbonyl)pyrrolidin-2-yl)-N-((S)-5-guanidino-1-(methylamino)-1-oxopentan-2-yl)thiazol-4-carboxamid